CN1N=C(N=N1)C=1C=C(C=CC1)N1C2=C(NC(CC1=O)=O)C=1CCCCC1C=C2 5-[3-(2-methyl-2H-tetrazol-5-yl)phenyl]-1,5,8,9,10,11-hexahydronaphtho[1,2-b][1,4]diazepin-2,4-dione